FC=1C(=C2C=CC(=CC2=CC1)O)C#C[Si](C(C)C)(C(C)C)C(C)C 6-fluoro-5-[2-(triisopropylsilyl)ethynyl]naphthalen-2-ol